C(C(O)CO)OC(C1=C(C=CC=C1)N)=O aminobenzoic acid monoglyceryl ester